CC=1N=C2N(N=C(C=C2C)C2=CC(=C3C=C(N=NC3=C2)C2C[C@H](N([C@@H](C2)C)CC)C)F)C1 7-(2,8-Dimethylimidazo[1,2-b]pyridazin-6-yl)-3-[(2R,6R)-1-ethyl-2,6-dimethylpiperidin-4-yl]-5-fluorocinnoline